ClC=1C=C(CC=2C=CC(=NC2)NC(=O)C2=NC(=NC=C2)C)C=CC1 N-(5-(3-chlorobenzyl)pyridin-2-yl)-2-methylpyrimidine-4-carboxamide